C(C)(C)(C)OC(=O)N1C(CCC1)(C)C tert-butyl-2,2-dimethyl-pyrrolidine-1-carboxylate